FC(OC1=C(C=C(C(=O)N)C=C1OC)OC)F 4-(difluoromethoxy)-3,5-dimethoxybenzamide